Ethyl 2-(2-fluorophenyl)-6-propan-2-yl-6,7-dihydro-5H-pyrazolo[5,1-b][1,3]oxazine-3-carboxylate FC1=C(C=CC=C1)C1=NN2C(OCC(C2)C(C)C)=C1C(=O)OCC